C(C)(C)(C)OC(=O)N1C[C@H]2C([C@H]2C1)C(NC(C)(C)C1=NC=C2N1C=CC1=C2OCC1)=O (1R,5S,6r)-6-((2-(2,3-dihydrofuro[2,3-c]imidazo[1,5-a]pyridin-7-yl)propan-2-yl)carbamoyl)-3-azabicyclo[3.1.0]hexane-3-carboxylic acid tert-butyl ester